4-{4-[1-(9-fluorenylmethoxycarbonyl-amino)ethyl]-2-methoxy-5-nitrophenoxy}butyric acid C1=CC=CC=2C3=CC=CC=C3C(C12)COC(=O)NC(C)C1=CC(=C(OCCCC(=O)O)C=C1[N+](=O)[O-])OC